3-(5,6-difluoro-1H-benzo[d]imidazol-2-yl)-N-(3-(dimethylamino)propyl)-1H-indazole-5-carboxamide FC1=CC2=C(NC(=N2)C2=NNC3=CC=C(C=C23)C(=O)NCCCN(C)C)C=C1F